3-((4-((2-cyclopropyl-4-(6-methylpyridin-2-yl)thiazol-5-yl)oxy)pyridin-2-yl)amino)benzamide C1(CC1)C=1SC(=C(N1)C1=NC(=CC=C1)C)OC1=CC(=NC=C1)NC=1C=C(C(=O)N)C=CC1